O1COC2=C1C=CC(=C2)C2(CC2)C(=O)NC2=CC(=C(C=C2)C)C2=NN(C=C2)C 1-(1,3-benzodioxol-5-yl)-N-[4-methyl-3-(1-methyl-1H-pyrazol-3-yl)phenyl]cyclopropanecarboxamide